CC1(COC1)C(=O)N1CCC(CC1)C1CN(C1)[C@@H]1[C@H](CCCC1)OC=1C=C2CN(C(C2=CC1)=O)C1C(NC(CC1)=O)=O 3-(5-(((1S,2S)-2-(3-(1-(3-methyloxetane-3-carbonyl)piperidin-4-yl)azetidin-1-yl)cyclohexyl)oxy)-1-oxoisoindolin-2-yl)piperidine-2,6-dione